N-(5-Cyclopropyl-1H-pyrazol-3-yl)-2-[4-[1-(methylamino)ethyl]-2-azabicyclo[2.1.1]hexan-2-yl]pyrimidin-4-amine C1(CC1)C1=CC(=NN1)NC1=NC(=NC=C1)N1C2CC(C1)(C2)C(C)NC